NC1=C(SC(=C1Cl)Cl)C(=O)O 3-amino-4,5-dichlorothiophene-2-carboxylic acid